C(C)C(C(=O)NC)C1=CC=CC2=CC=C(C=C12)F ethyl-2-(7-fluoronaphthalen-1-yl)-N-methylacetamide